1-(7-(2-amino-7-fluorobenzo[d]thiazol-4-yl)-8-fluoro-2-(((2R,7aS)-2-fluorotetrahydro-1H-pyrrolizin-7a(5H)-yl)methoxy)-6-(trifluoromethyl)quinazolin-4-yl)azepane-4-carbonitrile NC=1SC2=C(N1)C(=CC=C2F)C2=C(C=C1C(=NC(=NC1=C2F)OC[C@]21CCCN1C[C@@H](C2)F)N2CCC(CCC2)C#N)C(F)(F)F